C(CC=C)N(C(=O)OC(C)(C)C)CC(C(=O)OCC)CC=C Ethyl 2-{[(but-3-en-1-yl)[(tert-butoxy)carbonyl]amino]methyl}pent-4-enoate